(3-{[benzyl-(methyl)amino]methyl}phenyl)methanol C(C1=CC=CC=C1)N(C)CC=1C=C(C=CC1)CO